CC1=C(C=CC=2N(C=NC21)C2=NC(OC1=C2C=CC(=C1)C)(C)CC(=O)NC)C 2-(4-(4,5-dimethyl-1H-benzo[d]imidazol-1-yl)-2,7-dimethyl-2H-benzo[e][1,3]oxazin-2-yl)-N-methylacetamide